C1(=CC=CC2=CC=CC=C12)C(=O)[O-].[Li+] lithium naphthate